(6S,7S)-N-(2,2-difluoroethyl)-7-((difluoromethyl)sulfonamido)-6-((2-fluoro-[1,1'-biphenyl]-3-yl)methyl)-5-azaspiro[2.4]heptane-5-carboxamide FC(CNC(=O)N1CC2(CC2)[C@@H]([C@@H]1CC=1C(=C(C=CC1)C1=CC=CC=C1)F)NS(=O)(=O)C(F)F)F